BrC=1C=CN2N=CN=C(C21)N 5-bromopyrrolo[2,1-f][1,2,4]triazin-4-amine